(S)-6-Bromo-N-(1-(ethylsulfonyl)pyrrolidin-3-yl)-2-(1-(4-(2-methoxyethoxy)phenyl)-2,5-dimethyl-1H-pyrrol-3-yl)-1H-imidazo[4,5-b]pyridin-7-amin BrC=1C(=C2C(=NC1)N=C(N2)C2=C(N(C(=C2)C)C2=CC=C(C=C2)OCCOC)C)N[C@@H]2CN(CC2)S(=O)(=O)CC